BrC=1C=C2C=CN(C(C2=CC1)=O)C 6-bromo-2-methyl-isoquinolin-1-one